2-((S)-6-azaspiro[3.4]oct-7-yl)ethan-1-one C1CCC12CN[C@@H](C2)CC=O